(1R,3r)-3-((R)-3-(1-(3-((R)-1-(4-bromophenyl)ethyl)-3H-[1,2,3]triazolo[4,5-d]pyrimidin-5-yl)azetidin-3-yl)piperidin-1-yl)-1-methylcyclobutane-1-carboxylic acid methyl ester COC(=O)C1(CC(C1)N1C[C@H](CCC1)C1CN(C1)C=1N=CC2=C(N1)N(N=N2)[C@H](C)C2=CC=C(C=C2)Br)C